ClC1=CC=C(OCC(=O)NC23CC(C2)(C3)C=3OC(=NN3)C3CC(C3)OC(F)(F)F)C=C1 2-(4-chlorophenoxy)-N-(3-(5-((1s,3s)-3-(trifluoromethoxy)cyclobutyl)-1,3,4-oxadiazol-2-yl)bicyclo[1.1.1]pent-1-yl)acetamide